methyl (S)-3-methoxy-4-nitro-5-((oxetan-2-ylmethyl)amino)benzoate COC=1C=C(C(=O)OC)C=C(C1[N+](=O)[O-])NC[C@H]1OCC1